C(C=CCCCCCCCCCCC)O tetradec-2-enol